FC1=C(/C=C/C2OCCC2)C(=CC=C1)F (E)-2-(2,6-difluorostyryl)tetrahydrofuran